C(#N)[C@H](C[C@H]1C(NCC1)=O)NC(=O)[C@H]1N(CC[C@H](C1)C)C([C@@H](NCC(F)(F)F)C(C)C)=O (2S,4R)-N-{(1S)-1-cyano-2-[(3S)-2-oxopyrrolidin-3-yl]ethyl}-4-methyl-1-[N-(2,2,2-trifluoroethyl)-L-valyl]piperidine-2-carboxamide